C(=CC=CC=CC=CC=CC=CCCCCCCCCCC)NCCOC(C1=CC=C(C=C1)C)=O 4-Methylbenzoic acid-(docosahexenylaminoethyl) ester